BrC=1C=C2C(=C(C=NC2=CC1)NC(OC(C)C)=O)Cl isopropyl (6-bromo-4-chloroquinolin-3-yl)carbamate